tert-butyl 3-(3-(4-chloro-3,5-dimethylphenoxy)propyl)-7-(1,3,5-trimethyl-1H-pyrazol-4-yl)-1H-indole-2-carboxylate ClC1=C(C=C(OCCCC2=C(NC3=C(C=CC=C23)C=2C(=NN(C2C)C)C)C(=O)OC(C)(C)C)C=C1C)C